C(C)C(C(=O)[O-])CCCC 2-ethylhexanoat